C(N)(=O)CC[C@H](C(NC(C1=CC=CC=C1)C1=CC=CC=C1)=O)NC(=O)[C@@H]1CC[C@H]2N1C([C@H](CNCC2)NC(OC(C)(C)C)=O)=O tert-butyl N-[(5S,8S,10aR)-8-[[(1R)-3-carbamoyl-1-(diphenylmethyl-carbamoyl)propyl]-carbamoyl]-6-oxo-octahydro-1H-pyrrolo[1,2-a][1,5]diazocin-5-yl]carbamate